tert-Butyl 5-((2S,5R)-4-(tert-butoxycarbonyl)-2,5-dimethylpiperazin-1-yl)-2-(7,8-dimethyl-[1,2,4]triazolo[1,5-a]pyridin-6-yl)-3-isopropyl-1H-pyrrolo[3,2-b]pyridine-1-carboxylate C(C)(C)(C)OC(=O)N1C[C@@H](N(C[C@H]1C)C1=CC=C2C(=N1)C(=C(N2C(=O)OC(C)(C)C)C=2C(=C(C=1N(C2)N=CN1)C)C)C(C)C)C